ClC1=C(C=CC=C1Cl)N1CCN(CC1)CC[C@@H]1C[C@H](C1)NC(=O)C=1C=2C=CC=NC2C=CC1 N-(trans-3-(2-(4-(2,3-dichlorophenyl)piperazine-1-yl)ethyl)cyclobutyl)quinoline-5-formamide